N,N-dimethyl-4-(5-(4-(methylsulfonyl)phenyl)thiazolo[5,4-b]pyridin-2-yl)-5,6-dihydropyridin-1(2H)-carboxamid CN(C(=O)N1CC=C(CC1)C=1SC2=NC(=CC=C2N1)C1=CC=C(C=C1)S(=O)(=O)C)C